2-{[(adamantan-1-yl)carbamoyl](carboxymethyl)amino}acetic acid C12(CC3CC(CC(C1)C3)C2)NC(=O)N(CC(=O)O)CC(=O)O